C(CCCCCCCCCCC=CCCCCCCCCCCC)(=O)O 12-Tetracosenoic acid